O=C1CCCCC1C1CCCCC1 6'-oxobicyclohexane